CN(C1=CC=C(C=C1)C1=CC(=NC(=C1)C1=CC=CC=C1)C1=C(C=CC=C1)OCCCCCCCC)C N,N-dimethyl-4-(2-(2-(octyloxy)phenyl)6-phenylpyridine-4-yl)aniline